TETRAFLUORO-1,2-EPOXYPROPANE FCC1(C(O1)(F)F)F